(R)-N-(1-(3-(difluoromethyl)-2-fluorophenyl)ethyl)-6-(3-methoxy-3-methylazetidin-1-yl)cinnolin-4-amine FC(C=1C(=C(C=CC1)[C@@H](C)NC1=CN=NC2=CC=C(C=C12)N1CC(C1)(C)OC)F)F